C(\C=C\C1=CC(O)=C(O)C=C1)C(C(=O)O)(O)C(O)C(=O)O monocaffeyl-tartaric acid